(R)-N-(6-fluoro-8-methylisoquinolin-1-yl)-4-(1-methyl-1H-1,2,3-triazol-4-yl)-N-(piperidin-3-yl)benzamide FC=1C=C2C=CN=C(C2=C(C1)C)N(C(C1=CC=C(C=C1)C=1N=NN(C1)C)=O)[C@H]1CNCCC1